ClC1=CC=C(C=C1)[C@H](C(F)(F)F)N(S(=O)(=O)C1=CC(N2CCCC2=C1)=O)C (R)-N-(1-(4-chlorophenyl)-2,2,2-trifluoroethyl)-N-methyl-5-oxo-1,2,3,5-tetrahydroindolizine-7-sulfonamide